t-butyl-4-(2-(4-(methyl)benzo[3,2-d]pyrimidin-7-yl)thieno[3,2-d]pyrimidin-7-yl)benzenesulfonamide C(C)(C)(C)C1=C(C=CC(=C1)C1=CSC2=C1N=C(N=C2)C2=CC=1N=CN=C(C1C=C2)C)S(=O)(=O)N